FC1=C(C=CC2=C1C(=C(O2)C)C(=O)NC2(CCOCC2)CO)OCC=2C(=NC=CC2)OC 4-fluoro-N-(4-(hydroxymethyl)tetrahydro-2H-pyran-4-yl)-5-((2-methoxypyridin-3-yl)methoxy)-2-methylbenzofuran-3-carboxamide